4-cyclohexylamino-2,6-dichloro-1,3,5-tri-azine C1(CCCCC1)NC1=NC(=NC(=N1)Cl)Cl